[Cl-].OCCCCCCN1CN(C=C1)C 1-(6-hydroxyhexyl)-3-methylimidazole chloride